2',4'-dichloro-6-fluoro-5-(2-methoxyethoxy)-5'-(2-phenyloxiran-2-yl)-[1,1'-biphenyl]-2-carbonitrile ClC1=C(C=C(C(=C1)Cl)C1(OC1)C1=CC=CC=C1)C=1C(=CC=C(C1F)OCCOC)C#N